3-(4-fluorophenyl)-4-iodo-1-methyl-1H-pyrrole-2-carbonitrile FC1=CC=C(C=C1)C1=C(N(C=C1I)C)C#N